4,4'-dithiodimorpholinium [NH+]1(CCOCC1)SS[NH+]1CCOCC1